FC=1C=C(CP(OCC)(OCC)=O)C=CC1 diethyl (3-fluorobenzyl)phosphonate